C(C1=CC=CC=C1)N1C[C@H](C[C@@H]1CC1=CC=CC=C1)C#N (3s,5r)-1,5-dibenzylpyrrolidine-3-carbonitrile